C12CN(C(CC1)CC2)C(=O)C2=CC(=C(C=C2)C2=NC=1C=CNC(C1C(=C2)NC2=NC=C(C=C2)N2CCNCC2)=O)F 2-[4-(3-azabicyclo[2.2.2]octane-3-carbonyl)-2-fluoro-phenyl]-4-[(5-piperazin-1-yl-2-pyridyl)amino]-6H-1,6-naphthyridin-5-one